FC1=C(C=C(C=C1)N(C(=O)C=1C=CC=2N(C1)C(=CN2)C=2C=CC(=NC2)NC(OC)=O)C)OCCOC methyl N-[5-[6-[[4-fluoro-3-(2-methoxyethoxy)phenyl]-methyl-carbamoyl]imidazo[1,2-a]pyridin-3-yl]-2-pyridyl]carbamate